(S)-6-{2-Amino-2-[2-(benzo[d]isoxazol-3-yl)phenyl]ethyl}-5-fluoro-N,N-dimethylpyridin-2-carboxamide N[C@@H](CC1=C(C=CC(=N1)C(=O)N(C)C)F)C1=C(C=CC=C1)C1=NOC2=C1C=CC=C2